NC=1C2=C(N=CN1)N(C(=C2C2=CC=C(C=C2)OC2=CC=CC=C2)C#CC2CN(C2)C2CCNCC2)C2CC(C2)O 3-[4-amino-5-(4-phenoxyphenyl)-6-{2-[1-(piperidin-4-yl)azetidin-3-yl]ethynyl}-7H-pyrrolo[2,3-d]pyrimidin-7-yl]cyclobutan-1-ol